C(C)(C)(C)OC(N[C@@H]1CC[C@H](CC1)N(C=1N=NC(=CC1)Br)C(NCC1=CC=CC=C1)=O)=O (trans-4-((benzylcarbamoyl)(6-bromopyridazin-3-yl)amino)cyclohexyl)carbamic acid tert-butyl ester